4-[(2E)-3,7-Dimethyl-2,6-octadienyl]-5-pentyl-1,3-benzenediol C\C(=C/CC1=C(C=C(C=C1CCCCC)O)O)\CCC=C(C)C